C(#N)C=1C(=NC(=NC1)NC=1C(=CC(=C(C1)NC(C=C)=O)N1CCC(CC1)N1CC(C1)COC)OC)C1=CN(C2=CC=CC=C12)C1CC1 N-(5-((5-Cyano-4-(1-cyclopropyl-1H-indol-3-yl)pyrimidin-2-yl)amino)-4-methoxy-2-(4-(3-(methoxymethyl)azetidin-1-yl)piperidin-1-yl)phenyl)acrylamide